FC1(CCC(CC1)[C@@H](C(NC1=CC2=C(CC(O2)CN2C(N[C@@H](C2)C(F)(F)F)=O)C=C1)=O)NC(=O)C1=CC=NN1C)F N-((1S)-1-(4,4-difluorocyclohexyl)-2-oxo-2-((2-(((S)-2-oxo-4-(trifluoromethyl)imidazolidin-1-yl)methyl)-2,3-dihydrobenzofuran-6-yl)amino)ethyl)-1-methyl-1H-pyrazole-5-carboxamide